C(C=C)N1C=C(C(NS1(=O)=O)C)C(=O)OCC Ethyl 6-allyl-3-methyl-3,6-dihydro-2H-1,2,6-thiadiazine-4-carboxylate 1,1-dioxide